Lithium 4-(2-(methylthio)pyrimidin-4-yl)tetrahydro-2H-pyran-4-carboxylate CSC1=NC=CC(=N1)C1(CCOCC1)C(=O)[O-].[Li+]